C(CCCCCCC(C)C)(=O)N1NC(CC1C1=CC=CC=C1)=C1C(N(C(N(C1=O)C)=O)C)=O 5-(1-i-decanoyl-5-phenylpyrazolidin-3-ylidene)-1,3-dimethylbarbituric acid